2-[(2S)-2-(2-chlorothiazol-5-yl)-2-hydroxyethyl]sulfanyl-6-hydroxy-3-methyl-5-phenylpyrimidin-4-one ClC=1SC(=CN1)[C@H](CSC1=NC(=C(C(N1C)=O)C1=CC=CC=C1)O)O